C(C)OC=1C(=C(C=CC1C1(OCCO1)C)[C@@H](C)NS(=O)C(C)(C)C)C N-{(1R)-1-[3-ethoxy-2-methyl-4-(2-methyl-1,3-dioxolan-2-yl)phenyl]ethyl}-2-methylpropane-2-sulfinamide